ClC1=C(C(=C(C=C1)F)F)F 1-chloro-2,3,4-trifluorobenzene